tetrasilanolate [SiH2]([SiH2][SiH2][SiH3])[O-]